1-[2-(5-phenylpentanoylamino)acetyl]pyrrolidine-2-carboxamide C1(=CC=CC=C1)CCCCC(=O)NCC(=O)N1C(CCC1)C(=O)N